C(C)(C)(C)OC(N(C=1N=CSC1)S(=O)(=O)C1=NC=C(C(=C1)C)F)=O ((5-fluoro-4-methylpyridin-2-yl)sulfonyl)(thiazol-4-yl)carbamic acid tert-butyl ester